C1(CC1)C=1C=NN2C1N=C(C=C2NCC2=C(C=C(C=C2)C2=NC=CC=C2)F)N[C@@H]2CNCC2 (S)-3-cyclopropyl-N7-(2-fluoro-4-(pyridin-2-yl)benzyl)-N5-(pyrrolidin-3-yl)pyrazolo[1,5-a]pyrimidine-5,7-diamine